FC1=C(OC(C(=O)O)(C)C)C=CC(=C1)CN1C(N(CC1)C1=CC=C(C=C1)C(F)(F)F)=O 2-(2-Fluoro-4-((2-oxo-3-(4-(trifluoromethyl)phenyl)imidazolin-1-yl)methyl)phenoxy)-2-methylpropanoic acid